C(C)(C)(C)OC(=O)N(C1C[C@H](CC1)N1C=NC2=C1C(=CC=C2)C2=CC=CC(=N2)N[C@H]2C[C@H](N(C2)C(=O)OCC2=CC=CC=C2)C(=O)OC)C O1-benzyl O2-methyl (2S,4S)-4-[[6-[3-[(1S)-3-[tert-butoxycarbonyl(methyl)amino]cyclopentyl]benzimidazol-4-yl]-2-pyridyl]amino]pyrrolidine-1,2-dicarboxylate